3-isopropyl-5-(4-(((5-(4-(methyl-sulfonyl)phenoxy)thiazolo[5,4-b]pyridin-2-yl)oxy)methyl)piperidin-1-yl)-1,2,4-oxadiazole C(C)(C)C1=NOC(=N1)N1CCC(CC1)COC=1SC2=NC(=CC=C2N1)OC1=CC=C(C=C1)S(=O)(=O)C